NC(C)C=1N(C(C2=C(C=CC=C2C1)C)=O)C1=CC=CC=C1 3-(1-Aminoethyl)-8-methyl-2-phenylisoquinoline-1(2H)-one